FC1=C(C=CC(=C1)F)[C@]([C@@H](C)N1CCC(CC1)=CC(=O)NC1=CC(=CC=C1)OC)(CN1N=CN=C1)O 2-(1-((2r,3r)-3-(2,4-difluorophenyl)-3-hydroxy-4-(1H-1,2,4-triazol-1-yl)-2-butyl)piperidin-4-ylidene)-N-(3-methoxyphenyl)acetamide